D-leucinamide N[C@H](CC(C)C)C(=O)N